7-bromo-2-hydroxy-6-(methoxymethoxy)-2-methylbenzochroman-4-one BrC1=CC=CC=2C1=C(C=C1C(CC(OC21)(C)O)=O)OCOC